Di(aziridin-1-yl)phosphinic acid 4-(3-(1-methyl-1H-pyrazol-4-yl) phenoxy)-5-nitro-2,3-dihydro-1H-inden-1-yl ester CN1N=CC(=C1)C=1C=C(OC2=C3CCC(C3=CC=C2[N+](=O)[O-])OP(=O)(N2CC2)N2CC2)C=CC1